C(C(C)C)OC(C(C(CC)OC1=C(C=C(C(=C1)C)Br)C)(C)C)=O (4-bromo-2,5-dimethylphenoxy)-2,2-dimethyl-pentanoic acid isobutyl ester